N-[(1S)-1-[[1-[(1SR)-1-(3-chloro-6-oxo-1H-pyridazin-5-yl)-3,3-difluoro-propyl]-3-fluoro-pyrazol-4-yl]carbamoyl]-2,2-dicyclopropyl-ethyl]-3-ethyl-isoxazole-4-carboxamide ClC1=NNC(C(=C1)[C@H](CC(F)F)N1N=C(C(=C1)NC(=O)[C@H](C(C1CC1)C1CC1)NC(=O)C=1C(=NOC1)CC)F)=O |&1:7|